C1(CC1)CN[C@H]1CN(CCC1)C1=CC(N(C=C1)C(C)C=1C=NN(C1)C1=NC(=CN=C1)N(C)C)=O 4-((R)-3-((cyclopropylmethyl)amino)piperidin-1-yl)-1-(1-(1-(6-(dimethyl-amino)pyrazin-2-yl)-1H-pyrazol-4-yl)ethyl)pyridin-2(1H)-one